(2E)-2-{[7-amino-4-(4-amino-3,5-dichlorophenyl)-1-oxo-2,3-dihydro-1H-isoindol-2-yl]methyl}-3-(1-methyl-1H-pyrazol-4-yl)prop-2-enenitrile NC=1C=CC(=C2CN(C(C12)=O)C/C(/C#N)=C\C=1C=NN(C1)C)C1=CC(=C(C(=C1)Cl)N)Cl